barium p-toluenesulfinate CC1=CC=C(C=C1)S(=O)[O-].[Ba+2].CC1=CC=C(C=C1)S(=O)[O-]